2-fluoro-5-(4,4,5,5-tetramethyl-1,3,2-dioxaborolan-2-yl)-N-(4-(trifluoromethyl)pyridine-2-yl)benzamide FC1=C(C(=O)NC2=NC=CC(=C2)C(F)(F)F)C=C(C=C1)B1OC(C(O1)(C)C)(C)C